ClC1=C(C(=CC=C1)Cl)C1CN(C1)C1=CC=C(CN2CC(C2)(O)C)C=C1 (4-(3-(2,6-dichlorophenyl)azetidin-1-yl)benzyl)-3-methylazetidin-3-ol